N1C(=NC2=C1C=CC=C2)C2=CC(=NN2C)NC(C2=CC=C(C=C2)N2CCOCC2)=O N-[5-(1H-benzimidazol-2-yl)-1-methyl-pyrazol-3-yl]-4-morpholino-benzamide